1-Cyclopropyl-3-vinylbenzene C1(CC1)C1=CC(=CC=C1)C=C